(2S,3R)-3-(tert-butoxy)-2-((tert-butoxycarbonyl)amino)butyric acid C(C)(C)(C)O[C@@H]([C@@H](C(=O)O)NC(=O)OC(C)(C)C)C